FC1([C@H]2C3=C(C(C4=C([C@H]21)C=CC=C4)C4=CC=NC2=CC=CC(=C42)OCC(C)O)C=CC=C3)F 4-[(1aR,10bS)-1,1-difluoro-1,1a,6,10b-tetrahydrodibenzo[a,e]cyclopropa[c][7]annulen-6-yl]-3-(quinolin-5-yloxy)propan-2-ol